[Pd].COC1=C(C=CC=C1)P(C1=C(C=CC=C1)S(=O)(=O)O)C1=C(C=CC=C1)OC o-bis(2-methoxyphenyl)phosphinobenzenesulfonic acid palladium